2-(2-(2-oxoimidazolidin-1-yl)ethoxy)-1-naphthacenecarbonitrile oxide O=C1N(CCN1)CCOC1=C(C2=CC3=CC4=CC=CC=C4C=C3C=C2C=C1)C#[N+][O-]